ClC1=C(C(=O)NC=2C=C3C=C(N(C3=CC2)CCCOC)C(=O)NC2=CC(=C(C=C2)N2CCOCC2)F)C=C(C=C1)CNC(C(C)C)=O 5-(2-chloro-5-(isobutyrylaminomethyl)benzoylamino)-N-(3-fluoro-4-morpholinophenyl)-1-(3-methoxypropyl)-1H-indole-2-carboxamide